C1(=CC=CC=C1)/C=C/C=C (1E,3E)-4-phenylbuta-1,3-dien